ethyl 7-(((S)-1-((2S,4R)-2-(((R)-1-(4-cyanophenyl)-2-hydroxyethyl)carbamoyl)-4-hydroxypyrrolidin-1-yl)-3,3-dimethyl-1-oxobutan-2-yl)amino)-7-oxoheptanoate C(#N)C1=CC=C(C=C1)[C@H](CO)NC(=O)[C@H]1N(C[C@@H](C1)O)C([C@H](C(C)(C)C)NC(CCCCCC(=O)OCC)=O)=O